4-methoxyphenyl-phosphonic dichloride COC1=CC=C(C=C1)P(=O)(Cl)Cl